C(N)(=O)C=1N=CSC1NC(OCC)=O Ethyl (4-carbamoylthiazol-5-yl)carbamate